bis-(sulfobutyl) disulfide S(=O)(=O)(O)CCCCSSCCCCS(=O)(=O)O